3-(5-bromo-2-chloropyridin-3-yl)isothiazole BrC=1C=C(C(=NC1)Cl)C1=NSC=C1